BrC=1OC2=C(C=C(C=C2C(C1)=O)C(F)(F)F)C(C)O 2-Bromo-8-(1-hydroxyethyl)-6-(trifluoromethyl)-chromen-4-one